OC1=C(C=CC=C1)C1=CC(=CN=N1)N1CCC(CC1)(C(=O)N1CC2(CN(C2)C(=O)C2CCN(CC2)C2=CC=C(C=C2)[C@@H]2C(NC(CC2)=O)=O)C1)C1=CC=CC=C1 |r| rac-(3R)-3-{4-[4-(6-{1-[6-(2-hydroxyphenyl)pyridazin-4-yl]-4-phenylpiperidine-4-carbonyl}-2,6-diazaspiro[3.3]heptane-2-carbonyl)piperidin-1-yl]phenyl}piperidine-2,6-dione